6-Hydroxy-6-[4-(trifluoromethyl)phenyl]-2-azaspiro[3.4]octane-2-carboxylic acid tert-butyl ester C(C)(C)(C)OC(=O)N1CC2(C1)CC(CC2)(C2=CC=C(C=C2)C(F)(F)F)O